(5aR,5bS,7aS,10aS,10bR,E)-8-hydrazineylidene-5a,7a-dimethyl-N-(4-methylpiperazin-1-yl)-5,5a,5b,6,7,7a,8,9,10,10a,10b,11-dodecahydro-4H-cyclopenta[7,8]phenanthro[2,1-d]thiazol-2-amine N(/N)=C\1/CC[C@@H]2[C@@]1(CC[C@@H]1[C@]3(CCC=4N=C(SC4C3=CC[C@@H]21)NN2CCN(CC2)C)C)C